COC1=CC=2CCN3[C@H](C2C2=C1NC(N2)=O)CC=2C=CC(=C(C2C3)OC)OC (S)-4,10,11-trimethoxy-3,6,7,9,14,14a-hexahydroimidazo[4,5-h]isoquinolino[3,2-a]isoquinolin-2(1H)-one